ON(S(O)(=O)=O)C1=C(C=CC2=CC=CC=C12)O N-hydroxy-N-(2-hydroxy-1-naphthyl)amidosulfuric acid